[Si](C)(C)(C(C)(C)C)O[C@@H]1[C@H](O[C@H]([C@@H]1OC)N1C(NC(C=C1)=O)=O)/C=C/P(OCC)(OCC)=S O,O-diethyl ((E)-2-((2R,3R,4R,5R)-3-((tert-butyldimethylsilyl)oxy)-5-(2,4-dioxo-3,4-dihydropyrimidin-1(2H)-yl)-4-methoxytetrahydrofuran-2-yl)vinyl)phosphonothioate